methyl 6-hydroxy-1,2,3,4-tetrahydronaphthalene-1-carboxylate OC=1C=C2CCCC(C2=CC1)C(=O)OC